propyl-α-methylstyrene C(CC)C=C(C1=CC=CC=C1)C